2-ethyl-4,5-dimethylimidazole C(C)C=1NC(=C(N1)C)C